[CIS-4-(2-PROPANYL)CYCLOHEXYL]METHANOL CC(C)[C@H]1CC[C@H](CC1)CO